NC1=C2N=C(N(C2=NC=N1)CCS(=O)(=O)NC(C)(C)C)SC1=CC2=C(OCO2)C=C1C=1OC=CN1 2-(6-amino-8-((6-(oxazol-2-yl)benzo[d][1,3]dioxol-5-yl)thio)-9H-purin-9-yl)-N-(tert-butyl)ethanesulfonamide